(E)-1-(3-azido-4-bromobut-1-en-1-yl)-2-methylbenzene N(=[N+]=[N-])C(/C=C/C1=C(C=CC=C1)C)CBr